mercapto-purine SC1=NC=C2NC=NC2=N1